6-chloro-3-[5-(4-methoxyphenyl)-4,5-dihydro-1H-pyrazol-3-yl]-4-morpholino-1H-quinolin-2-one ClC=1C=C2C(=C(C(NC2=CC1)=O)C1=NNC(C1)C1=CC=C(C=C1)OC)N1CCOCC1